NCC(COCC1CCN(CC1)C1=C(C=2CCC(C2C(=C1)Br)=O)C(=O)O)C 5-(4-((3-amino-2-methylpropoxy)methyl)piperidin-1-yl)-7-bromo-1-oxo-2,3-dihydro-1H-indene-4-carboxylic acid